(R)-10-((5-chloro-2-((3S,5R)-4,4-difluoro-3,5-dimethylpiperidin-1-yl)pyrimidin-4-yl)amino)-2-cyclopropyl-7-methyl-1,2,3,4-tetrahydro-[1,4]oxazepino[2,3-c]quinolin-6(7H)-one ClC=1C(=NC(=NC1)N1C[C@@H](C([C@@H](C1)C)(F)F)C)NC1=CC=2C3=C(C(N(C2C=C1)C)=O)OCC[C@@H](N3)C3CC3